ethyl 4-oxo-4,5-dihydro-1H-pyrazolo[4,3-c][1,6]naphthyridine-3-carboxylate O=C1NC=2C=CN=CC2C2=C1C(=NN2)C(=O)OCC